NC1=NC=NN2C1=CC=C2[C@H]2C[C@@H]([C@H](O2)CO[Si](C)(C)C(C)(C)C)O (2R,3S,5R)-5-(4-aminopyrrolo[2,1-f][1,2,4]triazin-7-yl)-2-(((tert-butyldimethylsilyl)oxy)methyl)tetrahydrofuran-3-ol